(1r,3r)-1-(3-bromo-5-fluorophenyl)-3-hydroxy-3-methylcyclobutane-1-carboxylic acid BrC=1C=C(C=C(C1)F)C1(CC(C1)(C)O)C(=O)O